FC=1C=C(CN2C=CC3=CC(=CC=C23)N)C=CC1F 1-(3,4-difluorobenzyl)-1H-indol-5-amine